2-(2,6-dioxopiperidin-3-yl)-5-(8-((1-(2-(4-(1,2-diphenylbut-1-en-1-yl)phenoxy)ethyl)piperidin-4-yl)methyl)-3,8-diazabicyclo[3.2.1]octan-3-yl)isoindoline-1,3-dione O=C1NC(CCC1N1C(C2=CC=C(C=C2C1=O)N1CC2CCC(C1)N2CC2CCN(CC2)CCOC2=CC=C(C=C2)C(=C(CC)C2=CC=CC=C2)C2=CC=CC=C2)=O)=O